C1(CCCC1)NC1=CC=C(C=C1)[C@H]1[C@H](C[C@@H]2[C@H](N1C(C1=C(C=CC=C1C)F)=O)CCC2)C(=O)O (2R,3S,4aR,7aR)-2-[4-(cyclopentylamino)phenyl]-1-(2-fluoro-6-methyl-benzoyl)-2,3,4,4a,5,6,7,7a-octahydrocyclopenta-[b]pyridine-3-carboxylic acid